1-((6-cyclopropylimidazo[1,2-a]pyridin-2-yl)methyl)-1H-pyrazole C1(CC1)C=1C=CC=2N(C1)C=C(N2)CN2N=CC=C2